O[C@@H]1[C@H](CC[C@@H](C1)N1C(=NC=2C1=C1C(=NC2)C=CS1)[C@@H](C)O)CC#N ((1R,2S,4S)-2-Hydroxy-4-[2-[(1R)-1-hydroxyethyl]-1H-imidazo[4,5-d]thieno[3,2-b]pyridin-1-yl]cyclohexyl)acetonitrile